N1CC(CCC1)N1N=CC=2C1=NC=NC2N 1-(piperidin-3-yl)-1H-pyrazolo[3,4-d]pyrimidin-4-amine